ClC=1C(=C2C(=NC1)NC(=N2)C2=CC=C(C=C2)N2CCN(CC2)CC=2N(C=CN2)C)NC2CCN(CC2)C 6-Chloro-2-(4-{4-[(1-methyl-1H-imidazol-2-yl)methyl]piperazin-1-yl}phenyl)-N-(1-methylpiperidin-4-yl)-3H-imidazo[4,5-b]pyridin-7-amine